COC(=O)[C@@H]1OC[C@H](C1)NC(=O)[C@]1(CC(=NO1)C1=CC(=CC(=C1)F)F)C=C trans-4-[[(5S)-3-(3,5-difluorophenyl)-5-vinyl-4H-isoxazole-5-carbonyl]amino]tetrahydrofuran-2-carboxylic acid methyl ester